rel-(R)-9-ethyl-4-fluoro-1-morpholino-8,9-dihydro-2,7,9a-triazabenzo[cd]azulen-6(7H)-one C(C)[C@@H]1CNC(C=2C3=C(N=C(N13)N1CCOCC1)C=C(C2)F)=O |o1:2|